C(CC(=O)C)(=O)N1C=NCC1 1-acetoacetylimidazoline